6,7-dichloro-2-(4,4-difluoroazepan-1-yl)quinoxaline-3-carboxylic acid ClC=1C=C2N=C(C(=NC2=CC1Cl)N1CCC(CCC1)(F)F)C(=O)O